[N-](S(=O)(=O)C(F)(F)F)S(=O)(=O)C(F)(F)F.C(C=C)N1CN(C=C1)CCCC 1-allyl-3-butylimidazole bis(trifluoromethanesulfonyl)imide salt